3-(4-oxo-2-(4-fluorophenyl)-1,3-thiazin-3-yl)urea O=C1N(C(SC=C1)C1=CC=C(C=C1)F)NC(N)=O